NCCOC1=C(C=CC=C1)C(=O)C1=CC=CC=C1 (2-(2-aminoethoxy)phenyl)(phenyl)methanone